methyl alpha-chloromethylacrylate ClCC(C(=O)OC)=C